NC1=NC=C(C(=N1)N)OC=1C=C2C(=CN(C2=CC1C(C)C)C)C(=O)O 5-(2,4-Diamino-pyrimidin-5-yloxy)-6-isopropyl-1-methyl-1H-indole-3-carboxylic acid